N-ethyl-N,3-dimethylaniline CCN(C)C1=CC=CC(=C1)C